Di-tert-butylphenyl-phosphine C(C)(C)(C)P(C1=CC=CC=C1)C(C)(C)C